BrC1=CC=CC(=N1)C=1N=C2N(C=C(C=C2)C(C)(C)C)C1 (6-bromopyridin-2-yl)-6-(tert-butyl)imidazo[1,2-a]pyridine